[F-].[Si](C)(C)(C(C)(C)C)OC1=CC=2N(C3=CC=CC=C3C2C=C1C=C(C#N)C1=NC=CC=C1)CCC (2-((tert-butyldimethylsilyl)oxy)-9-propyl-9H-carbazole-3-yl)2-(pyridine-2-yl)acrylonitrile fluoride